C(C1=CC=CC=C1)OC(=O)N1CCN(CC1)CC1[C@@H]2CN(C[C@H]12)C(=O)OC(C)(C)C tert-butyl (1R,5S,6s)-6-((4-((benzyloxy)carbonyl)piperazin-1-yl)methyl)-3-azabicyclo[3.1.0]hexane-3-carboxylate